6,7-Dimethoxyquinoxaline Sodium Fluoroacetate FCC(=O)[O-].[Na+].COC=1C=C2N=CC=NC2=CC1OC